(1S,4s)-4-(2-((R)-1-ethylpiperidin-3-ylamino)-8-(2,4,6-trichlorophenylamino)-9H-purin-9-yl)cyclohexanecarboxamide C(C)N1C[C@@H](CCC1)NC1=NC=C2N=C(N(C2=N1)C1CCC(CC1)C(=O)N)NC1=C(C=C(C=C1Cl)Cl)Cl